tert-butyl 2-methyl-6-[(trifluoromethylsulfonyl)oxy]-3,4-dihydropyridine-1(2H)-carboxylate CC1N(C(=CCC1)OS(=O)(=O)C(F)(F)F)C(=O)OC(C)(C)C